(S)-4-(5-methyl-6,7,8,9-tetrahydro-5H-pyrazino[2,3-d]azepin-2-yl)-1,4-oxazepane C[C@@H]1C2=C(CCNC1)N=C(C=N2)N2CCOCCC2